N-(6-chloro-8-methylisoquinolin-1-yl)-2-fluoro-4-(1-methyl-1H-1,2,3-triazol-4-yl)-N-(piperidin-3-yl)benzamide ClC=1C=C2C=CN=C(C2=C(C1)C)N(C(C1=C(C=C(C=C1)C=1N=NN(C1)C)F)=O)C1CNCCC1